ClC1=CC=C(C(=N1)C(=O)OC)N[C@H](C)C=1C=C(C=C2C(N(C(=NC12)C(F)(F)F)C)=O)C methyl (R)-6-chloro-3-((1-(3,6-dimethyl-4-oxo-2-(trifluoromethyl)-3,4-dihydroquinazolin-8-yl)ethyl)amino)picolinate